C1(=CC=C(C=C1)N1C(N(C2=NC=CC=C21)[C@@H]2CN(CC2)CC2=NC=C(C=C2)O)=O)C2=CC=CC=C2 (S)-1-([1,1'-biphenyl]-4-yl)-3-(1-((5-hydroxypyridin-2-yl)methyl)pyrrolidin-3-yl)-1,3-dihydro-2H-imidazo[4,5-b]pyridin-2-one